FC1=CC=C(C2=CN(N=C12)C)B(O)O (7-Fluoro-2-methyl-2H-indazol-4-yl)boronic acid